2-amino-2-(4-bromophenyl)ethan-1-ol NC(CO)C1=CC=C(C=C1)Br